(S,6R)-N'-(((R)-2-fluoro-1,2,3,5,6,7-hexahydro-s-indacen-4-yl)carbamoyl)-6-methyl-6,7-dihydro-5H-pyrazolo[5,1-b][1,3]oxazine-3-sulfonimidamide F[C@@H]1CC2=CC=3CCCC3C(=C2C1)NC(=O)N=[S@@](=O)(N)C=1C=NN2C1OC[C@@H](C2)C